1-((((2-(4'-Fluoro-2'-(4-methyl-4H-1,2,4-triazol-3-yl)-[1,1'-biphenyl]-3-yl)-7-(trifluoromethyl)benzo[d]oxazol-5-yl)methyl-d2)amino)methyl)cyclobutan-1-ol FC1=CC(=C(C=C1)C1=CC(=CC=C1)C=1OC2=C(N1)C=C(C=C2C(F)(F)F)C([2H])([2H])NCC2(CCC2)O)C2=NN=CN2C